2-(trifluoromethyl)-5-(3-(trifluoromethyl)phenyl)-N-(3-(2,2-difluoropropyl)-1,2,4-thiadiazol-5-yl)furan-3-carboxamide FC(C=1OC(=CC1C(=O)NC1=NC(=NS1)CC(C)(F)F)C1=CC(=CC=C1)C(F)(F)F)(F)F